ClC1=NNC=C1NC(C(C)S(=O)(=O)C)=O N-(3-chloro-1H-pyrazol-4-yl)-2-(methylsulfonyl)propanamide